C(C)(=O)N1CCC(CC1)NCC=1C=CC(=NC1OC)C=1C(=C(C=CC1)C1=C(C(=NC=C1)C1=CC(=C(CN2CCC(CC2)NC(C)=O)C=C1)OC)Cl)Cl N-(1-(4-(4-(3-(5-(((1-Acetylpiperidin-4-yl)amino)methyl)-6-methoxypyridin-2-yl)-2-chlorophenyl)-3-chloropyridin-2-yl)-2-methoxybenzyl)piperidin-4-yl)acetamide